C(#N)C1=CC=2O[C@@H]([C@@H](C(N(C2N=C1)C)=O)NC(OC(C)(C)C)=O)C tert-butyl (2r,3s)-8-cyano-2,5-dimethyl-4-oxo-2,3,4,5-tetrahydro-pyrido[3,2-b][1,4]oxazepin-3-ylcarbamate